COC1=NC=C(C2=CC=CC=C12)CNC 1-(1-methoxyisoquinolin-4-yl)-N-methylmethylamine